FC(C=1OC(=NN1)C=1C=NC(=NC1)CN1N=NN=C1C=1SC=CC1)F 2-(difluoromethyl)-5-(2-((5-(thiophen-2-yl)-1H-tetrazol-1-yl)methyl)pyrimidin-5-yl)-1,3,4-oxadiazole